BrC1=C(C=C(NC(C2=CC=C(C=C2)N)=O)C=C1)N 4'-bromo-4,3'-diaminobenzanilide